CC=1N(C(=CC1)C)C=1SC(=NN1)C1=C(SC=C1C)I 2-(2,5-dimethylpyrrol-1-yl)-5-(2-iodo-4-methylthiophen-3-yl)-1,3,4-thiadiazole